Cl.NCCCCCNC(C1=C(C=C(C=C1)NC=1C=2N(C=CN1)C(=CN2)C2=C(C(=C(C=C2)OC(F)F)F)F)CC)=O N-(5-aminopentyl)-4-((3-(4-(difluoromethoxy)-2,3-difluorophenyl)imidazo[1,2-a]pyrazin-8-yl)amino)-2-ethylbenzamide hydrochloride